N-((3R)-1-(2-((3-((S)-1-amino-2-((1S,3S,5S)-3-cyano-2-azabicyclo[3.1.0]hexan-2-yl)-2-oxoethyl)adamantan-1-yl)oxy)ethyl)pyrrolidin-3-yl)-2-hydroxybenzamide N[C@H](C(=O)N1[C@H]2C[C@H]2C[C@H]1C#N)C12CC3(CC(CC(C1)C3)C2)OCCN2C[C@@H](CC2)NC(C2=C(C=CC=C2)O)=O